[Si](C)(C)(C(C)(C)C)OCC(O)C1=CC=C(C=C1)F 2-((tert-butyldimethylsilyl)oxy)-1-(4-fluorophenyl)ethan-1-ol